C(C)OC1=CC=C(C=C1)C=1N(C=C(C1)C)C1=CC=C(C=C1)S(N)(=O)=O 2-(4-ethoxyphenyl)-4-methyl-1-(4-sulfamoyl-phenyl)-1H-pyrrole